2-butoxycyclohexane C(CCC)OC1CCCCC1